FC1=C2CN(CC2=C(C=C1)OC(F)(F)F)C(=O)C=1C=C2CN(C(C2=CC1)=O)C1C(NC(CC1)=O)=O 3-(5-(4-fluoro-7-(trifluoromethoxy)isoindoline-2-carbonyl)-1-oxoisoindolin-2-yl)piperidine-2,6-dione